di-germane [GeH3][GeH3]